C1(CC1)NC(CC(C)C1=NC(=C2C(=N1)N(N=C2)C(C)C)NC=2N=CN(C2)C2=CC(=C(C(=C2)OC)OC)OC)=O N-cyclopropyl-3-(1-isopropyl-4-((1-(3,4,5-trimethoxyphenyl)-1H-imidazol-4-yl)amino)-1H-pyrazolo[3,4-d]pyrimidin-6-yl)butanamide